ClC1=C(C=CC=C1)N1CC2=C(C=3C=CC(=NC13)C)N(C=N2)C 5-(2-chlorophenyl)-1,7-dimethyl-1,5-dihydro-4H-imidazo[4,5-c][1,8]naphthyridine